C(C1=CC=CC=C1)OC1CC(C1)C(=O)N1CC(NC2=CC=CC=C12)=O 4-(3-(benzyloxy)cyclobutanecarbonyl)-3,4-dihydroquinoxalin-2(1H)-one